1-BUTYLPIPERIDINE-4-CARBALDEHYDE C(CCC)N1CCC(CC1)C=O